4-((2-methoxypyridin-4-yl)methyl)phthalazin-1(2H)-one COC1=NC=CC(=C1)CC1=NNC(C2=CC=CC=C12)=O